N1=CC(=CC=C1)C=1CCCN(C1)C(=O)OC(C)(C)C tert-butyl 5-(3-pyridyl)-3,4-dihydro-2H-pyridine-1-carboxylate